NC1=NC(=NN1C(=O)C1=CC=C(C=C1)NC(=O)C1=CC=CC=2CCCCC12)C1=NC=CC=C1 N-(4-(5-amino-3-(pyridine-2-yl)-1H-1,2,4-triazole-1-carbonyl)phenyl)-5,6,7,8-tetrahydronaphthalene-1-formamide